tert-butyl N-[3-(4-bromophenyl)-2,2-difluoro-propyl]-N-methyl-carbamate BrC1=CC=C(C=C1)CC(CN(C(OC(C)(C)C)=O)C)(F)F